BrC=1C(=C(C(=NC1)Cl)C1=NC2=C(N1)C=C(C(=C2)F)F)N2CCC(CC2)NC(OC(C)(C)C)=O tert-butyl N-[1-[5-bromo-2-chloro-3-(5,6-difluoro-1H-benzimidazol-2-yl)-4-pyridyl]-4-piperidyl]carbamate